BrCCCCCOC=1C(=CC2=C(N(C[C@H]3N(C2=O)C=C(C3)C3=CC=C(C=C3)C3CCN(CC3)C3CC3)C(=O)O)C1)OC.C=CC propylene (S)-8-((5-bromopentyl)oxy)-2-(4-(1-cyclopropylpiperidin-4-yl)phenyl)-7-methoxy-5-oxo-11,11a-dihydro-1H-benzo[e]pyrrolo[1,2-a][1,4]diazepine-10(5H)-carboxylate